N-(5-((4-((2-acetamido-4-methylphenyl)amino)-5-chloropyrimidin-2-yl)amino)-2-((2-(dimethylamino)ethyl)(methyl)amino)-4-methoxyphenyl)acrylamide C(C)(=O)NC1=C(C=CC(=C1)C)NC1=NC(=NC=C1Cl)NC=1C(=CC(=C(C1)NC(C=C)=O)N(C)CCN(C)C)OC